((2-chloro-4-phenoxyphenyl)(hydroxy)methyl)-2-(methoxymethyl)-2-(methyl-d3)-1,2,4,7-tetrahydro-3H-pyrrolo[3',2':5,6]pyrido[3,4-b]pyrazin-3-one ClC1=C(C=CC(=C1)OC1=CC=CC=C1)C(O)N1C2=C(NC(C1(C([2H])([2H])[2H])COC)=O)C=NC1=C2C=CN1